FC1=NC(=CC=C1OS(=O)(=O)C(F)(F)F)C=1C=NN(C1C)CCOC [2-fluoro-6-[1-(2-methoxyethyl)-5-methyl-pyrazol-4-yl]-3-pyridyl]trifluoromethanesulfonate